ClC=1C=CC(=C(C(=O)OCC)C1)NC1=C(C=C(C=C1)F)OCC ethyl 5-chloro-2-((2-ethoxy-4-fluorophenyl)-amino)benzoate